(R)-N-(2-(4-allyl-piperazin-1-yl)-5-((6-(3-(3-(benzyl-oxy)phenyl)isoxazolidin-2-yl)pyrimidin-4-yl)amino)-4-methoxyphenyl)acrylamide C(C=C)N1CCN(CC1)C1=C(C=C(C(=C1)OC)NC1=NC=NC(=C1)N1OCC[C@@H]1C1=CC(=CC=C1)OCC1=CC=CC=C1)NC(C=C)=O